C1=CC=CC=2C3=CC=CC=C3C(C12)COC(=O)N[C@H](C(=O)O)CC1=CNC2=C(C=C(C=C12)I)OC (S)-2-((((9H-fluoren-9-yl)methoxy)carbonyl)amino)-3-(5-iodo-7-methoxy-1H-indol-3-yl)propanoic acid